FC1=C(C=CC(=C1)OC1=NC=CC(=C1)C=1C=NC(=CC1)C)NC1=NC=NC2=CC(=C(C=C12)NC1CCN(CC1)C(C=C)=O)OC 1-(4-((4-((2-fluoro-4-((6-methyl-[3,4'-bipyridin]-2'-yl)oxy)phenyl)amino)-7-methoxyquinazolin-6-yl)amino)piperidin-1-yl)prop-2-en-1-one